ClC1=CC(=C(C=C1)C1=CC=C(C=N1)C1CN(C1)C(=O)OC(C)(C)C)S(=O)(=O)C tert-Butyl 3-[6-(4-chloro-2-methylsulfonyl-phenyl)-3-pyridyl]azetidine-1-carboxylate